FC=1C=C2C=CN=C(C2=CC1)CC(=O)OC Methyl (6-fluoroisoquinolin-1-yl)acetate